OC=1C(=C(C=O)C=CC1O)O dihydroxyl-p-hydroxybenzaldehyde